OC(CCCCCCCCCCCCC(=O)O)CC=CCC=CCC 14-Hydroxy-docosa-16,19-dienoic acid